N-(2-methylthiazol-5-yl)-6-(4-(trifluoromethyl)phenyl)pyrazine-2-carboxamide CC=1SC(=CN1)NC(=O)C1=NC(=CN=C1)C1=CC=C(C=C1)C(F)(F)F